C(C)(C)N(C(C)C)POCCl N,N-diisopropylaminochloromethoxyphosphine